N-[2-(methanesulfonyloxy)phenyl]-N'-[4-(propanesulfonyloxy)phenyl]urea CS(=O)(=O)OC1=C(C=CC=C1)NC(=O)NC1=CC=C(C=C1)OS(=O)(=O)CCC